(1R,5R)-4,7,7-trimethyl-6-thiabicyclooct-3-ene CC1=CC[C@H](CC(SC1)(C)C)C1CCCCCCC1